(S)-1-(3,4-difluorophenyl)-6-(5-(3,5-dimethylisoxazol-4-yl)-1-(6-(methylsulfonyl)benzo[d]thiazol-2-yl)-1H-benzo[d]imidazol-2-yl)piperidin-2-one FC=1C=C(C=CC1F)N1C(CCC[C@H]1C1=NC2=C(N1C=1SC3=C(N1)C=CC(=C3)S(=O)(=O)C)C=CC(=C2)C=2C(=NOC2C)C)=O